C(C)(C)(C)OC(=O)C=1N=NC(=CC1)N1CCN(CC1)CC1=CC=C(C2=CC=CC=C12)C=1C=NC=C(C1)O.FC1=C(CNC2=C(C(=O)N)C=CC=C2)C=C(C=C1)F 2-(2,5-difluorobenzyl)aminobenzamide tert-Butyl-6-[4-[[4-(5-hydroxypyridin-3-yl)naphthalen-1-yl]methyl]piperazin-1-yl]pyridazine-3-carboxylate